(5-(2-(N-(cyanomethyl)isobutyrylamino)-4-fluorophenoxy)pyrimidin-4-yl)-2,7-diazaspiro[4.4]nonane-2-carboxylic acid tert-butyl ester C(C)(C)(C)OC(=O)N1C(C2(CC1)CNCC2)C2=NC=NC=C2OC2=C(C=C(C=C2)F)N(CC#N)C(C(C)C)=O